FC1=C(C2=C(C=C(C=C2C=C1)OCOC)I)C#CCCC(=O)OC methyl 5-(2-fluoro-8-iodo-6-(methoxymethoxy)naphthalen-1-yl)pent-4-ynoate